tert-butyl 4-(3-(3-((2,6-dimethoxyphenyl) sulfonamido)-4-methoxy benzo[d]isoxazol-6-yl)phenyl)-1,4-diazepane-1-carboxylate COC1=C(C(=CC=C1)OC)S(=O)(=O)NC1=NOC2=C1C(=CC(=C2)C=2C=C(C=CC2)N2CCN(CCC2)C(=O)OC(C)(C)C)OC